3-bromo-aniline BrC=1C=C(N)C=CC1